FC(CC)(F)C=1C=C(C=CC1)NC(=O)C=1[N+](=C(NC1C)C=1C=C(C(=C(C1)CCN1CCOCC1)OC)C1=C(C=CC=C1C)C)[O-] 4-((3-(1,1-difluoropropyl)phenyl)carbamoyl)-2-(6-methoxy-2',6'-dimethyl-5-(2-morpholinoethyl)-[1,1'-biphenyl]-3-yl)-5-methyl-1H-imidazole 3-oxide